(chloromethyl)-3H-pyrido[2,3-d]pyrimidin-4-one ClCC=1NC(C2=C(N1)N=CC=C2)=O